(6-(((benzyloxy)carbonyl)amino)spiro[3.3]heptan-2-yl)methyl methanesulfonate CS(=O)(=O)OCC1CC2(C1)CC(C2)NC(=O)OCC2=CC=CC=C2